(S)-(1-((4-(1-benzyl-5-methyl-1H-pyrazol-4-yl)phenyl)amino)-1-oxo-3,3-diphenylpropan-2-yl)carbamic acid tert-butyl ester C(C)(C)(C)OC(N[C@H](C(=O)NC1=CC=C(C=C1)C=1C=NN(C1C)CC1=CC=CC=C1)C(C1=CC=CC=C1)C1=CC=CC=C1)=O